P(=O)(O)(O)OC[C@@H]1[C@H]([C@H]([C@@H](O1)N1C=NC=2C(N)=NC=NC12)O)O adenosine mono-phosphate